tertbutyl 4-(5-chloro-4-fluoro-2-(methoxy carbonyl)-1H-pyrrol-3-yl)-3,6-dihydropyridine-1(2H)-carboxylate ClC1=C(C(=C(N1)C(=O)OC)C=1CCN(CC1)C(=O)OC(C)(C)C)F